C1(=CC=CC=C1)C1=C2CCN(C2=CC=C1)C=1C2=C(N=CN1)C=C(C=N2)CN2C[C@H](CC2)O (S)-1-((4-(4-phenylindolin-1-yl)pyrido[3,2-d]pyrimidin-7-yl)methyl)pyrrolidin-3-ol